5-(4,4,5,5-tetramethyl-1,3,2-dioxaborolan-2-yl)pyridine-3-carbaldehyde CC1(OB(OC1(C)C)C=1C=C(C=NC1)C=O)C